O=C1N(C(CC1)=O)N([C@@H](C(C)C)C(=O)O[C@@H](C)C1=C(C=CC(=C1)B1OC(C(O1)(C)C)(C)C)C)C(=O)OCC1=CC=CC=C1 (1S)-1-[2-methyl-5-(4,4,5,5-tetramethyl-1,3,2-dioxaborolan-2-yl)phenyl]ethanol 2,5-dioxopyrrolidin-1-yl-N-[(benzyloxy)carbonyl]-L-valinate